ClC=1C(=NC=CC1C1=C(C(=CC=C1)NC1=C(C(=CC=C1)CNCCO)OC)Cl)C1=CC(=C(CNC[C@@H]2CCC(N2)=O)C=C1)OC (S)-5-(((4-(3-chloro-4-(2-chloro-3-((3-(((2-hydroxyethyl)amino)methyl)-2-methoxyphenyl)amino)phenyl)pyridin-2-yl)-2-methoxybenzyl)amino)methyl)pyrrolidin-2-one